(2S,4R)-1-(2-(3-(2-bromoethoxy)isoxazol-5-yl)-3-methylbutanoyl)-4-hydroxy-N-((5-(4-methylthiazol-5-yl)pyrazin-2-yl)methyl)pyrrolidine-2-carboxamide BrCCOC1=NOC(=C1)C(C(=O)N1[C@@H](C[C@H](C1)O)C(=O)NCC1=NC=C(N=C1)C1=C(N=CS1)C)C(C)C